6-(2-methoxyethoxy)pyridine-3-carboxamide COCCOC1=CC=C(C=N1)C(=O)N